ClC=1C=C(C=CC1F)N1CCOCCCNC(C2=NC3=C1C=CN=C3C=C2OC)=O 1-(3-chloro-4-fluorophenyl)-17-methoxy-2,3,5,6,7,8-hexahydro-10,12-ethenopyrido[4,3-e][1,4,7,10]oxatriazacyclotridecin-9(1H)-one